8-bromo-6,6-didecyl-6H-fluoreno[3,4-c][1,2,5]Thiadiazole BrC=1C=CC=2C3=C(C(C2C1)(CCCCCCCCCC)CCCCCCCCCC)C=CC1=NSN=C13